C1(=CC=CC=C1)C1=CC=C(C=C1)C=CC=O 3-(4-phenylphenyl)acrolein